C(N)(=N)N[C@@H](CC(=O)[O-])C(=O)[O-] N-amidino-aspartate